NC(C)(C1=CC=CC=C1)N Diaminophenyl-ethane